C(#N)C1=CC=C2C(=C(NC2=C1)C(C)(C)C1=CC(=C(C=C1)CC)I)C(=O)OC(C)(C)C tert-butyl 6-cyano-2-[1-(4-ethyl-3-iodo-phenyl)-1-methyl-ethyl]-1H-indole-3-carboxylate